(S)-N-(8-(methylamino)-5-(6-(2-methylmorpholino)-[1,2,4]triazolo[1,5-a]pyridin-2-yl)-2,7-naphthyridin-3-yl)cyclopropanecarboxamide CNC=1N=CC(=C2C=C(N=CC12)NC(=O)C1CC1)C1=NN2C(C=CC(=C2)N2C[C@@H](OCC2)C)=N1